O1CCN(CC1)C=1C2=C(N=CN1)N(C(=C2)C2=CC=C(C=C2)NC(=O)C2=CC=C(C=N2)NC(=O)[C@@H]2CN(CC2)C(=O)OC(C)(C)C)COCC[Si](C)(C)C tert-butyl (S)-3-((6-((4-(4-morpholino-7-((2-(trimethylsilyl)ethoxy)methyl)-7H-pyrrolo[2,3-d]pyrimidin-6-yl)phenyl)carbamoyl)pyridin-3-yl)carbamoyl)pyrrolidine-1-carboxylate